N-((2S)-1-(2-(3-amino-3-oxopropyl)-2-(2-chloro-2-fluoroacetyl)hydrazinyl)-1-oxo-3-phenylpropane-2-yl)-1H-indole-2-carboxamide NC(CCN(NC([C@H](CC1=CC=CC=C1)NC(=O)C=1NC2=CC=CC=C2C1)=O)C(C(F)Cl)=O)=O